5-(2,4-dimethyl-1H-imidazol-1-yl)-2-methoxyaniline CC=1N(C=C(N1)C)C=1C=CC(=C(N)C1)OC